4-bromo-N-tetradecyl-benzamidine BrC1=CC=C(C(=N)NCCCCCCCCCCCCCC)C=C1